C(C(C)C)(=O)OCC1=CC=C(C=C1)C=1C=2C=CC=3N(C2N=C(C1)C(C(F)(F)F)(F)F)C=C(N3)C=3OC=NN3 4-(8-(1,3,4-oxadiazol-2-yl)-2-(perfluoroethyl)imidazo[1,2-a][1,8]naphthyridin-4-yl)benzyl isobutyrate